C12C(C3CC(CC(C1)C3)C2)C(O)C2=CC=CC=C2 2-adamantyl-(phenyl)methanol